4-methylbenzenesulfonic acid 2,5,8,11,14,17-hexaoxanonadec-19-yl ester COCCOCCOCCOCCOCCOCCOS(=O)(=O)C1=CC=C(C=C1)C